(P)-7-amino-8-(5-hydroxy-2-methylphenyl)quinoxaline-6-carboxamide NC1=C(C=C2N=CC=NC2=C1C1=C(C=CC(=C1)O)C)C(=O)N